2,2-difluoro-2-(4-methoxyphenyl)acetohydrazide FC(C(=O)NN)(C1=CC=C(C=C1)OC)F